CC(COC)(COC)CC(C)C 2-methyl-2-isobutyl-1,3-Dimethoxypropane